ClCC(=O)NC=1SC=CN1 2-chloro-N-(thiazol-2-yl)acetamide